C1(CC2C(CC1)O2)CC[SiH2]COC(COCC)=O β-(3,4-epoxycyclohexyl)ethylethoxyacetoxymethylsilane